ClC1=C(C(=O)N2COC3=C(C2)C=CC=C3C3=CC(=C(C(=O)OC)C=C3F)N3C2COCC3CC2)C(=CC(=C1)C=1N=NC(=CC1)OC)Cl Methyl 4-[3-[2,6-dichloro-4-(6-methoxypyridazin-3-yl)benzoyl]-2,4-dihydro-1,3-benzoxazin-8-yl]-5-fluoro-2-(3-oxa-8-aza-bicyclo[3.2.1]octan-8-yl)benzoate